BrC1=CC(=C(O[C@H](C(=O)[O-])C)C=C1)C(C=1SC=CN1)(F)F.[Na+] sodium (S)-2-(4-bromo-2-(difluoro(thiazol-2-yl)methyl) phenoxy)propanoate